[Br-].[NH4+].CC=1C(=C(C(=C(C1)B(O)O)CCN)C)C dimethyl-aminoethyl-4-methyl-phenylboronic acid ammonium bromide